OC=1C=C(C=CC1O)/C=C/C(=O)OC(C)CCO 4-Hydroxybutan-2-yl (2E)-3-(3,4-dihydroxyphenyl)prop-2-enoate